FC(OC1=CC=C(C=C1)N1N=C(C2=CC=CC=C12)CN)(F)F (1-(4-(trifluoromethoxy)phenyl)-1H-indazol-3-yl)methylamine